C(#N)C=1N(N=C2C=CC(=CC12)O)[C@H]1C=C(C(=O)O)O[C@H]([C@@H]1NC(C(C)C)=O)[C@H](O)[C@H](O)CO 2,6-Anhydro-4-(3-cyano-5-hydroxy-2H-indazol-2-yl)-3,4,5-trideoxy-5-isobutyramido-D-glycero-D-galacto-non-2-enonic acid